FC1(CCC(CC1)NCCC[C@H](C)OC1=NC(=CC=C1S(=O)(=O)N1[C@@H](CCC1)C(=O)O)C)F ((2-(((S)-5-((4,4-difluorocyclohexyl)amino)pentan-2-yl)oxy)-6-methylpyridin-3-yl)sulfonyl)-L-proline